NC1=CC=C(C(=C1C(=O)N(C)C)F)C=1C(=C2C(=NC1)NC[C@@]21C[C@](CC1)(O)CC#N)Cl 6-Amino-3-((1S,3S)-4'-chloro-3-(cyanomethyl)-3-hydroxy-1',2'-dihydrospiro[cyclopentane-1,3'-pyrrolo[2,3-b]pyridin]-5'-yl)-2-fluoro-N,N-dimethylbenzamide